C1(CC1)C1=NC(=CC(=C1)C1=C(C=C(C#N)C=C1)C1=NN=CN1C)N1C(C2=CC(=CC=C2C1)CN1C[C@H](CCC1)C)=O 4-[2-cyclopropyl-6-(6-{[(3S)-3-methylpiperidin-1-yl]methyl}-1-oxo-3H-isoindol-2-yl)pyridin-4-yl]-3-(4-methyl-1,2,4-triazol-3-yl)benzonitrile